[1,3]DIOXOLO[4,5-B]PYRIDINE-6-BORONIC ACID O1COC2=NC=C(C=C21)B(O)O